4-amino-8-(5-fluoro-2-methoxy-4-pyridinyl)-2-oxo-N-propyl-1H-quinoline-3-carboxamide NC1=C(C(NC2=C(C=CC=C12)C1=CC(=NC=C1F)OC)=O)C(=O)NCCC